2-bromo-1-(2-isopropoxy-6-methylphenyl)ethan-1-one sodium [Na].BrCC(=O)C1=C(C=CC=C1C)OC(C)C